[Au].[Al] Aluminium-Gold